((6-((cyclopentylmethyl)(methyl)amino)-1-oxo-2,3-dihydro-1H-pyrrolo[3,4-c]pyridin-4-yl)methyl)(methyl)carbamate C1(CCCC1)CN(C1=CC2=C(C(=N1)COC(NC)=O)CNC2=O)C